3-(2-chloro-3-fluoro-4-(3-hydroxyazetidin-1-yl)phenyl)piperidine-2,6-dione ClC1=C(C=CC(=C1F)N1CC(C1)O)C1C(NC(CC1)=O)=O